[O-2].[Ti+4].[O-2] Titanium oxid